ON\C(\C1=NC(=CC(=C1)CC1COCC1)C)=N/[H] (Z)-N-Hydroxy-6-methyl-4-((tetrahydrofuran-3-yl)methyl)picolinimidamide